2-(3-methoxyphenyl)-9,9-dimethyl-8-oxo-2-azaspiro[4.5]dec-6-ene-7-carbonitrile COC=1C=C(C=CC1)N1CC2(CC1)C=C(C(C(C2)(C)C)=O)C#N